C(C1=CC=CC=C1)OC(=O)N1[C@H]([C@H]([C@H](CC1)F)NS(=O)(=O)CF)CC=1C(=C(C=CC1)C1=C(OCCC(=O)O)C(=CC=C1)F)F 3-[2-[3-[[(2S,3R,4S)-1-benzyloxycarbonyl-4-fluoro-3-(fluoromethylsulfonylamino)-2-piperidyl]methyl]-2-fluoro-phenyl]-6-fluoro-phenoxy]propanoic acid